C(C)N(S(=O)(=O)C1=CC=C(C=C1)B(O)O)CC1=CC=C(C=C1)OC 4-[N-ETHYL-N-(4-METHOXYBENZYL)SULPHAMOYL]BENZENEBORONIC ACID